2-fluoro-3-(3-phenoxyphenyl)acrylic acid FC(C(=O)O)=CC1=CC(=CC=C1)OC1=CC=CC=C1